O=C1CC(C1)C1=CC=C(C=C1)N[C@@H]1C(NC(CC1)=O)=O (S)-3-((4-(3-oxocyclobutyl)phenyl)amino)piperidine-2,6-dione